1-methyl-3-methylimidazole chlorine salt [Cl].CN1CN(C=C1)C